(S)-1-(((6-(2-chloro-3-(3-chloro-2-(2-((R)-2-hydroxypropyl)-8-methoxy-1,2,3,4-tetrahydroisoquinolin-6-yl)pyridin-4-yl)phenyl)-2-methoxypyridin-3-yl)methyl)amino)propan-2-ol ClC1=C(C=CC=C1C1=C(C(=NC=C1)C=1C=C2CCN(CC2=C(C1)OC)C[C@@H](C)O)Cl)C1=CC=C(C(=N1)OC)CNC[C@H](C)O